2,6-di-tert-butylcyclohexa-2,5-dien-1-one C(C)(C)(C)C=1C(C(=CCC1)C(C)(C)C)=O